CN(CCN(C(OC(C)(C)C)=O)[C@@H]1C[C@H](C1)OC1=C2C=NN(C2=CC(=C1)C1=CC=C(C=C1)O)C1OCCCC1)C trans-tert-butyl N-(2-(dimethylamino)ethyl)-N-[3-[(6-(4-hydroxyphenyl)-1-(tetrahydro-2H-pyran-2-yl)-1H-indazol-4-yl)oxy]cyclobutyl]carbamate